ClC=1C=C2C(N3C(=NC2=CC1OC)[C@H]1CCCN([C@@H]1CC3)CC(C)C)=O (4aR,13bS)-10-chloro-4-isobutyl-11-methoxy-1,2,3,4,4a,5,6,13b-octahydro-8H-[1,6]naphthyridino[5,6-b]quinazolin-8-one